2,3-dichloro-6-(3-carboxy-2-hydroxy-1-naphthylazo)quinoxaline ClC1=NC2=CC=C(C=C2N=C1Cl)N=NC1=C(C(=CC2=CC=CC=C12)C(=O)O)O